1-ethyl-4-methyl-1,2,4-triazolium CCN1C=[N+](C=N1)C